S(C)(=O)(=O)O.S(C)(=O)(=O)O.NC1=C(N2N(CCC2)C1=O)N 2,3-diamino-6,7-dihydro-1H,5H-pyrazolo[1,2-a]pyrazol-1-one dimesylate